NC1=C(C=CC(=C1)NCC1=CC=C(C=C1)O)NC(CCC#C)=O N-(2-amino-4-((4-hydroxybenzyl)amino)phenyl)pent-4-ynamide